2-(2-(1-(3-(methylthio)propyl)-2-oxo-1,2-dihydropyridin-3-yl)ethyl)isoindoline-1,3-dione CSCCCN1C(C(=CC=C1)CCN1C(C2=CC=CC=C2C1=O)=O)=O